Cl[C@H]1C(C)O1 (S)-epoxychloropropane